7-(5,6-dimethyl-1-(tetrahydro-2H-pyran-2-yl)-1H-indazol-4-yl)-2-(((2R,7aS)-2-fluorohexahydro-1H-pyrrolizin-7a-yl)methoxy)-4-methoxy-5,6,7,8-tetrahydropyrido[3,4-d]pyrimidine CC=1C(=C2C=NN(C2=CC1C)C1OCCCC1)N1CC=2N=C(N=C(C2CC1)OC)OC[C@]12CCCN2C[C@@H](C1)F